copper-manganese-nickel [Ni].[Mn].[Cu]